4-(8-fluoroimidazo[1,2-a]pyridin-3-yl)-7-[[5-(4-methoxy-1-piperidyl)-2-pyridyl]amino]-2,3-dihydropyrrolo[3,4-c]pyridin-1-one FC=1C=2N(C=CC1)C(=CN2)C2=NC=C(C1=C2CNC1=O)NC1=NC=C(C=C1)N1CCC(CC1)OC